FC=1C(=NC(=NC1)NC=1C(=NN(C1)C)OC)C1=CNC2=C(C=CC=C12)NC(=O)[C@@H]1NC[C@H](C1)OC (2R,4S)-N-(3-(5-fluoro-2-((3-meth-oxy-1-methyl-1H-pyrazol-4-yl)amino)pyrimidin-4-yl)-1H-indol-7-yl)-4-methoxypyrrolidine-2-carboxamide